C(CCCCCC)OC(C=1C=C(C(=O)OCCCCC(C)C)C=CC1)=O isophthalic acid (isoheptyl) (n-heptyl) ester